(4-chloro-2-fluorophenyl)-7-((2S,4R)-2-(1-cyclopropyl-1H-pyrazol-4-yl)tetrahydro-2H-pyran-4-yl)-2,3-dimethylpyrido[4,3-d]pyrimidin-4(3H)-one ClC1=CC(=C(C=C1)C1=NC(=CC=2N=C(N(C(C21)=O)C)C)[C@H]2C[C@H](OCC2)C=2C=NN(C2)C2CC2)F